C(C1=CC=CC=C1)(=O)O[C@@H]1[C@H](O[C@H](C1)N1C(NC(C(=C1)C)=O)=O)COP1(O[C@@H]([C@@H](S1)C)C)=S (2R,3S,5R)-2-((((4S,5R)-4,5-dimethyl-2-sulfido-1,3,2-oxathiaphospholan-2-yl)oxy)methyl)-5-(5-methyl-2,4-dioxo-3,4-dihydropyrimidin-1(2H)-yl)tetrahydrofuran-3-yl benzoate